NC=1C=C(C=CC1)B(O)O 3-Aminophenylboronic acid